N1N=CC2=CC(=CC=C12)C1=CN=C2C(=N1)N(C(CN2)=O)CCC2CCOCC2 7-(1H-indazol-5-yl)-1-(2-(tetrahydro-2H-pyran-4-yl)ethyl)-3,4-dihydropyrazino[2,3-b]pyrazin-2(1H)-one